Heptane-1-carbonitrile C(CCCCCC)C#N